2-Methyl-4H-3,1-benzoxathionine CC1SC2=C(C=CCCO1)C=CC=C2